N-(2-(4-cyclopropylpiperazine-1-yl)-5-((6-((R)-3-(3,5-difluorophenyl)isoxazolidine-2-yl)pyrimidine-4-yl)amino)-4-methoxyphenyl)acrylamide C1(CC1)N1CCN(CC1)C1=C(C=C(C(=C1)OC)NC1=NC=NC(=C1)N1OCC[C@@H]1C1=CC(=CC(=C1)F)F)NC(C=C)=O